9-(4-chlorobenzenesulfonyloxymethylene)-10-methylacridine disodium salt [Na].[Na].ClC1=CC=C(C=C1)S(=O)(=O)OC=C1C2=CC=CC=C2N(C=2C=CC=CC12)C